C(C)(C)(C)OC(=O)N1C[C@@H]2C([C@@H]2C1)(CBr)F (1R,5S,6r)-6-fluoro-6-(bromomethyl)-3-azabicyclo[3.1.0]hexane-3-carboxylic acid tert-butyl ester